C1CCC2=CC(=CC=C12)CCNC(OC(C)(C)C)=O Tert-butyl (2-(2,3-dihydro-1H-inden-5-yl)ethyl)carbamate